N-(N,N-dimethyl-2-aminocyclohepta[b]benzofur-9-yl)phenylacetamide CN(C1=CC=C2C(=C3C(O2)=CC=CC(=C3)NC(CC3=CC=CC=C3)=O)C1)C